(S)-2-hydroxypropanoic acid O[C@H](C(=O)O)C